2,3-dichloro-N-[2,4-difluoro-3-[[2-(4-piperazin-1-ylbenzimidazol-1-yl)thiazolo[5,4-d]pyrimidin-7-yl]amino]phenyl]benzenesulfonamide ClC1=C(C=CC=C1Cl)S(=O)(=O)NC1=C(C(=C(C=C1)F)NC=1C2=C(N=CN1)SC(=N2)N2C=NC1=C2C=CC=C1N1CCNCC1)F